COC(C1=C(C=C(C=C1\C=C\C1=C(C=CC=C1)OCOC)OC)OC)=O (E)-2,4-dimethoxy-6-[2-(methoxymethoxy)styryl]benzoic acid methyl ester